(R)-2-(3-(2-propylpentyloxy)phenoxy)propan-1-amine C(CC)C(COC=1C=C(O[C@@H](CN)C)C=CC1)CCC